3-(2-bromoethoxy)prop-1-ene BrCCOCC=C